2-(methacryloyloxy)ethyltrimethylammonium bromide [Br-].C(C(=C)C)(=O)OCC[N+](C)(C)C